C(C)(C)(C)[C@H]1CN(CCN1)C=1N=NC(=CN1)C1=C(C=C(C=C1)C=1C=NN(C1)C)O 2-{3-[(3S)-3-tert-butylpiperazin-1-yl]-1,2,4-triazin-6-yl}-5-(1-methyl-1H-pyrazol-4-yl)phenol